2-(bis(2,4-dimethoxybenzyl)amino)-5,7-difluoroquinoline-8-carbaldehyde COC1=C(CN(C2=NC3=C(C(=CC(=C3C=C2)F)F)C=O)CC2=C(C=C(C=C2)OC)OC)C=CC(=C1)OC